2-[[2-(4-bromo-2,6-dichloro-phenoxy)-5-methoxy-4-pyridinyl]sulfonylamino]-N-cyclobutyl-acetamide BrC1=CC(=C(OC2=NC=C(C(=C2)S(=O)(=O)NCC(=O)NC2CCC2)OC)C(=C1)Cl)Cl